C(C(=O)[O-])(=O)[O-].C(C(=O)[O-])(=O)[O-].[Na+].[Na+].[Na+].[Na+] sodium bis(oxalate)